ClC1=CC(=C(C=N1)C1=NC=CC=C1)NC1CCC(CC1)NCCF (1s,4s)-N1-(6'-Chloro-[2,3'-bipyridin]-4'-yl)-N4-(2-fluoroethyl)cyclohexane-1,4-diamine